9H-pyrido[3,4-b]indol-7-ol C1=NC=CC2=C1NC1=CC(=CC=C21)O